BrC1=C(C=C(CNC(=O)C2NCCN(C2)C=2C=3C(N=CN2)=NN(C3)C3=CC=C(C=C3)C(F)(F)F)C=C1)C N-(4-bromo-3-methylbenzyl)-4-(2-(4-(trifluoromethyl)phenyl)-2H-pyrazolo[3,4-d]pyrimidin-4-yl)piperazine-2-carboxamide